1-(4-chlorophenyl)-N-(piperidin-3-yl)pyrido[3,4-d]pyridazin-4-amine ClC1=CC=C(C=C1)C1=C2C(=C(N=N1)NC1CNCCC1)C=NC=C2